(2,6-Dioxopiperidin-3-yl)-5-((6-(4-(7-morpholinoquinoxalin-2-yl)-1H-pyrazol-1-yl)hexyl)amino)isoindoline-1,3-dione O=C1NC(CCC1N1C(C2=CC=C(C=C2C1=O)NCCCCCCN1N=CC(=C1)C1=NC2=CC(=CC=C2N=C1)N1CCOCC1)=O)=O